2,5-dimethyl-2,5-bis-tert-butylhexane CC(C)(CCC(C)(C(C)(C)C)C)C(C)(C)C